S(N)(=O)(=O)OCC#CC1=C(C(=O)[O-])C=CC=C1 2-(3-(sulfamoyloxy)prop-1-yn-1-yl)benzoate